2-(4-(4-methylpiperazin-1-yl)-3-(trifluoromethyl)phenyl)-1H-benz[d]imidazol-5-amine CN1CCN(CC1)C1=C(C=C(C=C1)C1=NC2=C(N1)C=CC(=C2)N)C(F)(F)F